{4-[(3S)-3-{[(1R)-1-(naphthalen-1-yl)ethyl]amino}tetrahydro-1H-pyrrol-1-yl]-2-methoxyphenyl}acetic acid ethyl ester C(C)OC(CC1=C(C=C(C=C1)N1C[C@H](CC1)N[C@H](C)C1=CC=CC2=CC=CC=C12)OC)=O